C(C=C)N1N(C2=NC(=NC=C2C1=O)NC1=CC=C(C=C1)N1CCC(CC1)=O)C1=CC=C2C(=N1)[C@@](CC2)(O)CC (R)-2-allyl-1-(7-ethyl-7-hydroxy-6,7-dihydro-5H-cyclopenta[b]pyridin-2-yl)-6-((4-(4-oxopiperidin-1-yl)phenyl)amino)-1,2-dihydro-3H-pyrazolo[3,4-d]pyrimidin-3-one